CNC(=O)C1=C2C=CN(C2=CC=C1OC=1C=C(C=CC1)C1=NN(C=C1)CC=1C=C(C=CC1)/C=C/C(=O)OC)S(=O)(=O)C1=CC=C(C)C=C1 Methyl (E)-3-(3-((3-(3-((4-(methylcarbamoyl)-1-tosyl-1H-indol-5-yl)oxy)phenyl)-1H-pyrazol-1-yl)methyl)phenyl)acrylate